(R)-N-(4-(3-((5-chloro-4-(methoxy-d3)pyrimidin-2-yl-6-d)amino)pyrrolidine-1-carbonyl)phenyl)acrylamide ClC=1C(=NC(=NC1[2H])N[C@H]1CN(CC1)C(=O)C1=CC=C(C=C1)NC(C=C)=O)OC([2H])([2H])[2H]